C(C)(C)(C)C1=CC(=NN1[C@@H]1CN(CC1)CCF)NC=1N(C=2C(=NC=C(C2Cl)OC2=CC=3N(N=C2)C=CN3)N1)C (S)-N-(5-(tert-butyl)-1-(1-(2-fluoroethyl)pyrrolidin-3-yl)-1H-pyrazol-3-yl)-7-chloro-6-(imidazo[1,2-b]pyridazin-7-yloxy)-1-methyl-1H-imidazo[4,5-b]pyridin-2-amine